Tetramethyl-germanium C[Ge](C)(C)C